COC1=C(C[C@H]2N(CCCC2)C2=NC(=CC(N2)=O)N2CCOCC2)C=CC=C1 (S)-2-(2-(2-methoxybenzyl)piperidin-1-yl)-6-morpholinopyrimidin-4(3H)-one